13-chloro-5,19,21-trifluoro-14-hydroxy-16,16-dioxo-9-oxa-16λ6-thia-6,17-diazatetracyclo[16.3.1.111,15.02,7]tricosa-1(21),2(7),3,5,11,13,15(23),18(22),19-nonaen-10-one ClC=1C=C2C(OCC=3N=C(C=CC3C3=C(C=C(C(NS(C(C1O)=C2)(=O)=O)=C3)F)F)F)=O